((6-(difluoromethoxy)-2-(2,2'-dimethyl-3'-(5-methyl-4,5,6,7-tetrahydrooxazolo[4,5-c]pyridin-2-yl)-[1,1'-biphenyl]-3-yl)benzo[d]oxazol-5-yl)methyl)-L-prolin-methyl ester COC([C@H]1N(CCC1)CC=1C(=CC2=C(N=C(O2)C=2C(=C(C=CC2)C2=C(C(=CC=C2)C=2OC3=C(CN(CC3)C)N2)C)C)C1)OC(F)F)=O